2-[[3-chloro-5-(3-chlorophenyl)pyridine-2-carbonyl]amino]acetic acid ClC=1C(=NC=C(C1)C1=CC(=CC=C1)Cl)C(=O)NCC(=O)O